N,N-dimethyl-3-(piperidin-4-yl)propan-1-amine CN(CCCC1CCNCC1)C